O=C1NC(CCC1N1C(C2=CC=C(C=C2C1)O[C@@H]1[C@H](CCC1)NC(OC(C)(C)C)=O)=O)=O tert-butyl ((1S,2S)-2-((2-(2,6-dioxopiperidin-3-yl)-1-oxoisoindolin-5-yl)oxy)cyclopentyl)carbamate